2-(3-cyano-1-cyclopropylmethyl-1H-indol-5-yl)-2H-1,2,3-triazole-4-carboxylic acid C(#N)C1=CN(C2=CC=C(C=C12)N1N=CC(=N1)C(=O)O)CC1CC1